formylpiperidine C1CCN(CC1)C=O